ClC=1C(=CC=C2N=C(C(NC12)=O)CC)CO 8-chloro-3-ethyl-7-(hydroxymethyl)-1H-quinoxalin-2-one